tert-Butyl (S)-2-((3-(1-(6-(4-(methoxycarbonyl)-2-methylphenyl)pyridin-3-yl)-2-oxo-1,2-dihydro-3H-imidazo[4,5-b]pyridin-3-yl)pyrrolidin-1-yl)methyl)-1-methyl-1H-imidazole-5-carboxylate COC(=O)C1=CC(=C(C=C1)C1=CC=C(C=N1)N1C(N(C2=NC=CC=C21)[C@@H]2CN(CC2)CC=2N(C(=CN2)C(=O)OC(C)(C)C)C)=O)C